C1(=CC(=CC=C1)C[C@@H]1N(CC[C@H]1NS(=O)(=O)C)C(=O)NCC)C1=CC=CC=C1 trans-2-(biphenyl-3-ylmethyl)-N-ethyl-3-((methylsulfonyl)amino)pyrrolidine-1-carboxamide